N-(2-((S)-4-cyclopropyl-3-methylpiperazin-1-yl)-4-methoxy-5-((6-((R)-3-(3-(trifluoromethyl)phenyl)isoxazolidin-2-yl)pyrimidin-4-yl)amino)phenyl)acrylamide C1(CC1)N1[C@H](CN(CC1)C1=C(C=C(C(=C1)OC)NC1=NC=NC(=C1)N1OCC[C@@H]1C1=CC(=CC=C1)C(F)(F)F)NC(C=C)=O)C